C(C=C)(=O)N1CC(C1)(C1=C(C(=CC=C1)Cl)C)NC=1C(=C2C(N(C=NC2=CC1)C1CC1)=O)F 6-((1-acryloyl-3-(3-chloro-2-methylphenyl)azetidin-3-yl)amino)-3-cyclopropyl-5-fluoroquinazolin-4(3H)-one